CC1(OC[C@H](N1C(=O)OC(C)(C)C)[C@@H](CCCC(=O)C1=CN=C2C(=N1)N(C(=C2)C2(CC2)C(F)(F)F)C)CCC(F)(F)F)C tert-butyl (4R)-2,2-dimethyl-4-[(1S)-5-[5-methyl-6-[1-(trifluoromethyl)cyclopropyl]pyrrolo[2,3-b]pyrazin-3-yl]-5-oxo-1-(3,3,3-trifluoropropyl)pentyl]oxazolidine-3-carboxylate